5,7-di-tert-butyl-3-[4-(2-hydroxyethoxy)phenyl]benzofuran-2-one C(C)(C)(C)C=1C=C(C2=C(C(C(O2)=O)C2=CC=C(C=C2)OCCO)C1)C(C)(C)C